(isopropyl)tin C(C)(C)[Sn]